CSC1=NN=C(O1)[C@@H]1CC[C@H](CO1)NC(OC(C)(C)C)=O tert-butyl ((3R,6S)-6-(5-(methylthio)-1,3,4-oxadiazol-2-yl)tetrahydro-2H-pyran-3-yl)carbamate